2-chloro-4-(4-(trifluoromethyl)phenyl)-5H-pyrrolo[3,2-d]pyrimidine ClC=1N=C(C2=C(N1)C=CN2)C2=CC=C(C=C2)C(F)(F)F